5-[2-(2-bromophenoxy)ethylcarbamoyl]-2-methoxybenzoic acid methyl ester COC(C1=C(C=CC(=C1)C(NCCOC1=C(C=CC=C1)Br)=O)OC)=O